P(=O)(OCCOCCOCCCCCCCCCCCCCCCCCC)([O-])[O-] Diethylene Glycol Monostearyl Ether Phosphate